ClC1=CC=C(C=C1)N1N=CC(=C1)S(=O)(=O)NC1=C(C(=O)OC)C=C(C=C1)COC1CN(C1)CC1=CC(=C(C=C1)NS(=O)(=O)C=1C=NN(C1)C1=CC=C(C=C1)Cl)C(=O)OC methyl 2-(1-(4-chlorophenyl)-1H-pyrazole-4-sulfonamido)-5-(((1-(4-(1-(4-chlorophenyl)-1H-pyrazole-4-sulfonamido)-3-(methoxycarbonyl)benzyl) azetidin-3-yl)oxy) methyl)benzoate